(S)-6-((1-amino-1-oxopropan-2-yl)amino)-2-chloropyrimidine-4-carboxamide NC([C@H](C)NC1=CC(=NC(=N1)Cl)C(=O)N)=O